CN(C1=CC=C(C=2C(C3=CC=CC=C3C(C12)=O)=O)N(C)C)C 1,4-bis(dimethylamino)-9,10-anthraquinone